3,4,5-trihydroxybenzoic acid 5-((5-((2,3-dihydroxy-5-((pyridin-3-yloxy) carbonyl) phenoxy) carbonyl)-2,3-dihydroxyphenoxy) carbonyl)-2,3-dihydroxyphenyl ester hydrochloride Cl.OC1=C(OC(=O)C=2C=C(C(=C(OC(=O)C=3C=C(C(=C(C3)OC(C3=CC(=C(C(=C3)O)O)O)=O)O)O)C2)O)O)C=C(C=C1O)C(=O)OC=1C=NC=CC1